C(C=C)(=O)OCCC(=O)O (2-carboxyethyl) acrylate